(S)-N-(3-chloro-4-fluorophenyl)-1-((N-methylsulfamoyl)amino)-2,3-dihydro-1H-indene-4-carboxamide ClC=1C=C(C=CC1F)NC(=O)C=1C=2CC[C@@H](C2C=CC1)NS(NC)(=O)=O